OC1=C(CNC2=NC(=NC=C2C(=O)N)NC=2C=NN(C2)C)C=CC=C1 4-((2-hydroxybenzyl)amino)-2-((1-methyl-1H-pyrazol-4-yl)amino)pyrimidin-5-carboxamide